4-((2S,5R)-4-acryloyl-2,5-dimethylpiperazin-1-yl)-6-chloro-1-(2-fluoro-4-isopropyl-6-methylpyrimidin-5-yl)-7-(2-fluorophenyl)pyrido[2,3-d]pyrimidin C(C=C)(=O)N1C[C@@H](N(C[C@H]1C)C=1C2=C(N(CN1)C=1C(=NC(=NC1C)F)C(C)C)N=C(C(=C2)Cl)C2=C(C=CC=C2)F)C